N-((1,2,5-Oxadiazol-3-yl)methyl)-3-(((7-(1H-pyrazol-4-yl)-2,3-dihydrofuro[3,2-c]pyridin-4-yl)amino)methyl)benzamid O1N=C(C=N1)CNC(C1=CC(=CC=C1)CNC1=NC=C(C2=C1CCO2)C=2C=NNC2)=O